7-amino-1-(2-tert-butoxy-2-oxo-ethyl)indole-2-carboxylic acid ethyl ester C(C)OC(=O)C=1N(C2=C(C=CC=C2C1)N)CC(=O)OC(C)(C)C